ONC(=O)C=1C=CC2=CN(N=C2C1)CC1=CC(=CC=C1)OC1=CC=CC=C1 2-(3-phenoxybenzyl)-2H-indazole-6-carboxylic acid hydroxyamide